bis(2-ethylhexyl) monothiophosphate P(=S)(OCC(CCCC)CC)(OCC(CCCC)CC)[O-]